1-methyl-2-methacryloxyethyl-dimethyl-chlorosilane CC(COC(C(=C)C)=O)[Si](Cl)(C)C